FC1(CN(C1)C=1C=C2C(=CC=NC2=CC1)C(=O)O)CF 6-(3-fluoro-3-(fluoromethyl)azetidin-1-yl)quinoline-4-carboxylic acid